BrCC=CC(C)Br 1,4-dibromo-2-pentene